2,4,6-trimethoxy-benzene COC1=CC(=CC(=C1)OC)OC